N-{4-[((3S,5R)-3,5-dimethylpiperazinyl)carbonyl]phenyl}carboxamide hydrochloride Cl.C[C@H]1CN(C[C@H](N1)C)C(=O)C1=CC=C(C=C1)NC=O